BrC1=CC(=C(C(=C1)C)N=C=O)C 4-bromo-2,6-dimethylphenyl isocyanate